ClC1=CC=C(C2=C1N(C=N2)C)C2=C(N=C(C(=N2)C(=O)N)NC2=CC=C(C=C2)N2CCOCC2)NC 6-(7-chloro-1-methyl-benzoimidazol-4-yl)-5-(methylamino)-3-(4-morpholinoanilino)pyrazin-2-Formamide